5-phenyl-N-{[4-(1H-pyrazol-4-yl)phenyl]methyl}piperidine-3-carboxamide C1(=CC=CC=C1)C1CC(CNC1)C(=O)NCC1=CC=C(C=C1)C=1C=NNC1